N,N-diethylpropargylamine propanesulphonate C(CC)S(=O)(=O)O.C(C)N(CC)CC#C